C(C)(C)(C)C1NCC12CN(CC2)C2=NC=NC1=CC=C(C=C21)Br Tert-butyl-6-(6-bromoquinazolin-4-yl)-2,6-diazaspiro[3.4]octane